COCC1(CCC1)CN1N=CC(=C1)N 1-((1-(methoxymethyl)cyclobutyl)methyl)-1H-pyrazol-4-amine